ClC1=CC2=C(N=N1)NC=C2 chloro-7H-pyrrolo[2,3-c]pyridazin